C(CCC)OC(CN1N=C(C2=CC(=CC=C12)Br)C(C)=O)=O butyl-2-(3-acetyl-5-bromo-1H-indazol-1-yl)acetate